FC(C1=NN=C(O1)C1=CC(=C(CN(C(=O)C2(CN(C2)S(=O)(=O)C)F)C2=CC=CC=C2)C=C1)F)F N-(4-(5-(difluoromethyl)-1,3,4-oxadiazol-2-yl)-2-fluorobenzyl)-3-fluoro-1-(methylsulfonyl)-N-phenylazetidine-3-carboxamide